zinc bis[(diethylamino) methanedithioate] C(C)N(CC)C(=S)[S-].C(C)N(CC)C(=S)[S-].[Zn+2]